ethyl 2-(3-chloro-4-(2-fluoro-4-hydroxy-3-isopropylbenzyl)-5-vinylphenoxy)acetate ClC=1C=C(OCC(=O)OCC)C=C(C1CC1=C(C(=C(C=C1)O)C(C)C)F)C=C